C1(CC1)OC1CN(C1)C1CCC(CC1)[C@@H](C)N1C(=C(C=2C1=NC=C(C2)F)C(=O)O)C 1-[(1R)-1-[4-[3-(cyclopropoxy)azetidin-1-yl]cyclohexyl]ethyl]-5-fluoro-2-methyl-pyrrolo[2,3-b]pyridine-3-carboxylic Acid